5-propyl-decanol C(CC)C(CCCCO)CCCCC